(20Z,23Z)-N-ethyl-N-methyl-nonacosan-20,23-dien-10-amine C(C)N(C(CCCCCCCCC)CCCCCCCCC\C=C/C\C=C/CCCCC)C